C(C)(C)[Si](OC(=O)CNCCC[Si](OC)(OC)C)(C(C)C)C(C)C N-(triisopropylsiloxycarbonyl)methyl-3-aminopropylmethyldimethoxysilane